2-Ethyl-hexanoic acid silicon [Si].C(C)C(C(=O)O)CCCC